ClC1=C2C(=NNC2=C(C=C1)N1CCC(CC1)NC(=O)C1=NC=C(C=C1)N1CCC(CC1)CN1CCC(CC1)N1C=CC2=C(C=CC=C12)N1C(NC(CC1)=O)=O)C#N N-[1-(4-Chloro-3-cyano-1H-indazol-7-yl)piperidin-4-yl]-5-[4-({4-[4-(2,4-dioxo-1,3-diazinan-1-yl)-1H-indol-1-yl]piperidin-1-yl}methyl)piperidin-1-yl]pyridine-2-carboxamide